C[Si](C#CC(=O)OCC)(C)C ethyl 3-(trimethylsilyl)prop-2-ynoate